Silylstyrene C1=CC=C(C=C1)C=C[Si]